bismuth-neodymium-titanium [Ti].[Nd].[Bi]